CC1(CCN(CC1)C=1OC(=NN1)C=1C(=CC2=C(N(C([C@H](CS2(=O)=O)N)=O)CC2=CC=C(C=C2)Cl)C1)F)C#N 4-methyl-1-[5-[(3R)-3-amino-5-[(4-chlorophenyl)methyl]-8-fluoro-1,1,4-trioxo-2,3-dihydro-1λ6,5-benzothiazepin-7-yl]-1,3,4-oxadiazol-2-yl]piperidine-4-carbonitrile